C(CCC(=O)C)(=O)OOC methyl peroxylevulinate